CC1=C(C=CC=C1)N1CCCC1 1-(2-methylphenyl)pyrrolidine